4-(cyclopropylamino)-2-(((S)-2,3,4,5-tetrahydro-3-((tetrahydrofuran-2-yl)methoxy)benzo[b][1,4]oxazepin-7-yl)amino)pyrimidine-5-carboxamide C1(CC1)NC1=NC(=NC=C1C(=O)N)NC1=CC2=C(OC[C@H](CN2)OCC2OCCC2)C=C1